ClC=1C=C(C=C(C1OC=1C=C2CCN(C(C2=CC1)=O)C1=C(C=CC=C1)F)Cl)N1N=C(C(NC1=O)=O)C#N 2-(3,5-dichloro-4-((2-(2-fluorophenyl)-1-oxo-1,2,3,4-tetrahydroisoquinolin-6-yl)oxy)phenyl)-3,5-dioxo-2,3,4,5-tetrahydro-1,2,4-triazine-6-carbonitrile